2-(dichloromethyl)-4-(fluoromethyl)-5-[4-(methylsulfonyl)phenyl]-4,5-dihydrooxazole ClC(C=1OC(C(N1)CF)C1=CC=C(C=C1)S(=O)(=O)C)Cl